C(#N)C(CNC=1C(=CC=C2C=CC(=CC12)C1=CC=CC(=N1)C(=O)NC1CC2CCC(C1)N2C)OC)=C 6-{8-[(2-cyano-2-methylideneethyl)amino]-7-methoxynaphthalen-2-yl}-N-{8-methyl-8-azabicyclo[3.2.1]octan-3-yl}pyridine-2-carboxamide